Oxalic acid ethyl methyl ester COC(C(=O)OCC)=O